F[C@@H]1C[C@H](CN(C1)C)NC=1C=2N(C(=NN1)C1=C(C=C(C=C1)C)O)C=CN2 2-(8-(((3R,5R)-5-fluoro-1-methylpiperidin-3-yl)amino)imidazo[1,2-d][1,2,4]triazin-5-yl)-5-methylphenol